4-((S)-1-((R)-4-((5-(4-carbamoyl-2-methylphenyl)pyridin-3-yl)methyl)morpholine-3-carboxamido)ethyl)benzoic acid C(N)(=O)C1=CC(=C(C=C1)C=1C=C(C=NC1)CN1[C@H](COCC1)C(=O)N[C@@H](C)C1=CC=C(C(=O)O)C=C1)C